4-cyano-N-((1S,2R)-(6-fluoro-2,3-dimethylphenyl)-1-(5-oxo-4,5-dihydro-1,3,4-oxadiazol-2-yl)propyl)-2-methoxybenzenesulfonamide C(#N)C1=CC(=C(C=C1)S(=O)(=O)N[C@@H](CCC1=C(C(=CC=C1F)C)C)C=1OC(NN1)=O)OC